1-octadecyl-2-(5Z,8Z,11Z,14Z-eicosatetraenoyl)-glycero-3-phospho-(1'-sn-glycerol) CCCCCCCCCCCCCCCCCCOC[C@H](COP(=O)(O)OC[C@H](CO)O)OC(=O)CCC/C=C\C/C=C\C/C=C\C/C=C\CCCCC